6-[5-Methyl-1-(4-piperidyl)triazol-4-yl]-4-[1-[2-morpholino-5-(trifluoromethyl)-3-pyridyl]ethoxy]pyrazolo[1,5-a]pyridine-3-carbonitrile 2HCl Cl.Cl.CC1=C(N=NN1C1CCNCC1)C=1C=C(C=2N(C1)N=CC2C#N)OC(C)C=2C(=NC=C(C2)C(F)(F)F)N2CCOCC2